C(C)(C)(C)C1=NC=CC(=C1)N(C1=CC=CC=C1)C 2-(tert-butyl)-N-methyl-N-phenylpyridin-4-amine